BrC1=C2C=CN(C(C2=CC=C1)=O)C 5-bromo-2-methyl-isoquinolin-1-one